C(#N)C[C@H]1N(CC[C@@H](C1)OC1=NC(=NC(=C1)O[C@@H](C)[C@H]1N(C[C@H](C1)F)C)C(N)=NO)C(=O)OC(C)(C)C tert-Butyl (2R,4S)-2-(cyanomethyl)-4-({6-[(1S)-1-[(2S,4S)-4-fluoro-1-methylpyrrolidin-2-yl]ethoxy]-2-(N'-hydroxycarbamimidoyl)pyrimidin-4-yl}oxy)piperidine-1-carboxylate